1,1-Difluorotetrahydronaphthalene FC1(CCCC2CC=CC=C12)F